3-amino-6-(1-methyl-1H-1,3-benzodiazol-6-yl)-N-[[(2S)-1-methylpyrrolidin-2-yl]methyl]-5-(2H-1,2,3-triazol-2-yl)pyrazine-2-carboxamide NC=1C(=NC(=C(N1)N1N=CC=N1)C=1C=CC2=C(N(C=N2)C)C1)C(=O)NC[C@H]1N(CCC1)C